N-(5-CHLORO-2-METHOXYPHENYL)-2-({2-[(PIPERIDIN-4-YL)SULFAMOYL]PHENYL}AMINO)ACETAMIDE ClC=1C=CC(=C(C1)NC(CNC1=C(C=CC=C1)S(NC1CCNCC1)(=O)=O)=O)OC